FC=1C(=C(C=CC1F)C(=O)N1CC(C1)(O)[C@@H](C)NC(OC(C)(C)C)=O)NC1=C(C=C(C=C1)I)F 1,1-dimethylethyl {(1R)-1-[1-({3,4-difluoro-2-[(2-fluoro-4-iodophenyl)amino]phenyl}carbonyl)-3-hydroxyazetidin-3-yl]ethyl}carbamate